C[C@H](CCC(=O)O)[C@H]1CC[C@@H]2[C@@]1(CC[C@H]3[C@H]2[C@@H](CC4=CC(=O)CC[C@]34C)O)C The molecule is a 3-oxo Delta(4)-steroid that is 3-oxochol-4-en-24-oic acid carrying an additional 7alpha-hydroxy substituent. It has a role as a human urinary metabolite. It is a 3-oxo-Delta(4) steroid, a 7alpha-hydroxy steroid, a cholenoic acid and a bile acid. It derives from a 7alpha,12alpha-dihydroxy-3-oxochol-4-en-24-oic acid. It is a conjugate acid of a 7alpha-hydroxy-3-oxochol-4-en-24-oate.